3-fluoro-5-((2-methyl-7-cyano-1,1-dioxo-3-oxo-2,3-dihydrobenzo[d]isothiazol-6-yl)oxy)benzonitrile FC=1C=C(C#N)C=C(C1)OC1=C(C2=C(C(N(S2(=O)=O)C)=O)C=C1)C#N